CC(=CC1C(C1C(=O)OCC1=C(C(=C(C(=C1F)F)COC)F)F)(C)C)C 4-methoxymethyl-2,3,5,6-tetrafluorobenzyl 3-(2-methyl-1-propenyl)-2,2-dimethylcyclopropanecarboxylate